FC(N1N=CC=C1C(=O)N1[C@@H](C2=C(CC1)NC=N2)C=2OC1=C(N2)C(=CC=C1)F)F (S)-(1-(difluoromethyl)-1H-pyrazol-5-yl)(4-(4-fluorobenzo[d]oxazol-2-yl)-6,7-dihydro-1H-imidazo[4,5-c]pyridin-5(4H)-yl)methanone